C(N)(OC1(CCC(CC1)NC(=O)NC1=NC=NC(=C1)C1=C(C=C(C=C1)F)OC)C(C)(C)C)=O tert-butyl-((1r,4r)-4-(3-(6-(4-fluoro-2-methoxyphenyl) pyrimidin-4-yl) ureido) cyclohexyl) carbamate